ClC1=C(C=NN1C1CCS(CC1)(=NC)=O)NC1=NC=C(C(=N1)NC1=C(C=CC=C1)COC)C(F)(F)F (1s,4s)-4-(5-chloro-4-((4-((2-(methoxymethyl)phenyl)amino)-5-(trifluoromethyl)pyrimidin-2-yl)amino)-1H-pyrazol-1-yl)-1-(methylimino)hexahydro-1λ6-thiopyran 1-oxide